C(C)(C)NCC(CO)O 3-isopropylamino-1,2-propylene glycol